2-(1,2,4-triazol-1-yl)propane ethyl-3-bromo-1-(3-chloropyridin-2-yl)-4,5-dihydro-1H-pyrazole-5-carboxylate C(C)OC(=O)C1CC(=NN1C1=NC=CC=C1Cl)Br.N1(N=CN=C1)C(C)C